sodium 2-nitro-5-sulfobenzenedisulfonate [N+](=O)([O-])C1(C(C=C(C=C1)S(=O)(=O)O)S(=O)(=O)[O-])S(=O)(=O)[O-].[Na+].[Na+]